C(C1=CC=CC=C1)NC(N(C1=NC=C(C=C1)C=1C=NN(C1)C)[C@@H]1CC[C@H](CC1)NC1=NC=C(C(=N1)N1CC2=CC=NC=C2CC1)C#N)=O 3-benzyl-1-(trans-4-((5-cyano-4-(3,4-dihydro-2,6-naphthyridine-2(1H)-yl)pyrimidin-2-yl)amino)-cyclohexyl)-1-(5-(1-methyl-1H-pyrazol-4-yl)pyridin-2-yl)urea